titanium-tungsten-copper [Cu].[W].[Ti]